N1C(=NC=C1)CC=1NC=CN1 bis-(imidazole-2-yl)-methane